C(C)(C)(C)C=1C=C(C(NN1)=O)O 6-tert-butyl-4-hydroxypyridazin-3(2H)-one